2-(2-methyl-3-oxo-2,3-dihydro[1,2,4]triazolo[4,3-a]pyridin-7-yl)1,2,3,4-tetrahydropyrido[2,3-b]pyrazine-7-carboxylic acid CN1N=C2N(C=CC(=C2)C2NC3=C(NC2)N=CC(=C3)C(=O)O)C1=O